C(C1=CC=CC=C1)C=1C(=NN(C1C)C)C1=NC(=NC(=C1)Cl)N 4-(4-benzyl-1,5-dimethyl-pyrazol-3-yl)-6-chloro-pyrimidin-2-amine